OCC=1C=CC(=NC1)C1C(NC(CC1)=O)=O 3-(5-(Hydroxymethyl)pyridin-2-yl)piperidine-2,6-dione